CN(C=CC(=O)C=1C=NC=CC1)C 2-(dimethylamino)vinyl-3-pyridylketone